3,5-difluoro-4-hydroxy-N-({(1r,4r)-4-[6-(3-methoxy-1-methyl-1H-pyrazol-4-yl)-2H-indazol-2-yl]cyclohexyl}methyl)benzamide FC=1C=C(C(=O)NCC2CCC(CC2)N2N=C3C=C(C=CC3=C2)C=2C(=NN(C2)C)OC)C=C(C1O)F